2-ethyl-1-propyl cis-3,4,6-trimethylcyclohex-4-ene-1,2-dicarboxylate CC1C(C(C(C=C1C)C)C(=O)OCC(C)CC)C(=O)[O-]